ClC=1C=NC=C(C1[C@@H](C)OC=1C=C2C(=NNC2=CC1)C=1C=CC(=C(C#N)C1)OC1CCNCC1)Cl (R)-5-(5-(1-(3,5-Dichloropyridin-4-yl)ethoxy)-1H-indazol-3-yl)-2-(piperidin-4-yloxy)benzonitrile